O=C(C(S)S)OCCOC(CCCCCCC\C=C/C\C=C/CCCCC)=O 2-oxo-2-(2-((9Z,12Z)-linoleoyloxy)ethoxy)ethanedithiol